1-(4-phenylmorpholin-2-yl)-N-({5-[5-(trifluoromethyl)-1,2,4-oxadiazol-3-yl]pyridin-2-yl}methyl)methanamine C1(=CC=CC=C1)N1CC(OCC1)CNCC1=NC=C(C=C1)C1=NOC(=N1)C(F)(F)F